N-(3-chloro-4-fluorophenyl)-5-(2-((4-hydroxybicyclo[2.2.2]octan-1-yl)amino)-2-oxoacetyl)-1,2,4-trimethyl-1H-pyrrole-3-carboxamide ClC=1C=C(C=CC1F)NC(=O)C1=C(N(C(=C1C)C(C(=O)NC12CCC(CC1)(CC2)O)=O)C)C